CC1=C(C(=O)P(C2=CC=CC=C2)(C2=CC=CC=C2)=O)C(=C(C=C1C)C)C 2,3,5,6-tetramethylbenzoyldiphenylphosphine oxide